S1C(=NC2=C1C=CC=C2)OC2=C(C=C(C=C2)C(C(F)(F)F)NCC)OC 1-[4-(1,3-benzothiazol-2-yloxy)-3-methoxyphenyl]-N-ethyl-2,2,2-trifluoroethanamine